C(C(=C)C)(=O)OCCN=C=O 2-Methacryloyloxyethyl isocyanate